(S)-2-(3-(oxiran-2-ylmethyl)-2-oxoimidazolidin-1-yl)-4,6-bis(trifluoromethyl)phenyl (4-fluorophenyl)(methyl-d3)carbamate FC1=CC=C(C=C1)N(C(OC1=C(C=C(C=C1C(F)(F)F)C(F)(F)F)N1C(N(CC1)C[C@@H]1OC1)=O)=O)C([2H])([2H])[2H]